(S)-4-((tert-Butyldiphenylsilyl)oxy)butan-2-amine [Si](C1=CC=CC=C1)(C1=CC=CC=C1)(C(C)(C)C)OCC[C@H](C)N